CN([C@@]12CNC[C@H]2C1)C (1S,5R)-N,N-Dimethyl-3-azabicyclo[3.1.0]hexan-1-amine